Cis-N-(3-Chloro-4-fluorophenyl)-2-methyl-5-(2-methylthiazol-5-yl)-1,2,6-thiadiazinane-3-carboxamide 1,1-dioxide ClC=1C=C(C=CC1F)NC(=O)[C@@H]1N(S(N[C@@H](C1)C1=CN=C(S1)C)(=O)=O)C